[Cl-].C[N+](CC(=O)N([C@](CCC(=O)O)(C(=O)O)CCCCCCCCCCCC)CCCCCCCCCCCC)(C)C.COCCN1CCC(CC1)N1N=CC(=C1C)[N+](=O)[O-] 1-(2-methoxyethyl)-4-(5-methyl-4-nitro-1H-pyrazol-1-yl)piperidine N-(α-trimethylammonioacetyl)-didodecyl-D-glutamate chloride